1,4-bis(sulfoacetenyl)piperazine S(=O)(=O)(O)C#CN1CCN(CC1)C#CS(=O)(=O)O